[N+](=O)([O-])C1=CC=C(S1)S(=O)(=O)Cl 5-nitrothiophene-2-sulfonyl chloride